COC1=C(C=CC=C1)NC(=O)C=1C=C2C=CC(OC2=C(C1)C1=CC(=CC=C1)OC)(C)C N-(2-methoxyphenyl)-8-(3-methoxyphenyl)-2,2-dimethyl-2H-chromene-6-carboxamide